C1(CCCCC1)C[C@@H](C(=O)NC(CC1C(NC2(C1)CCCCC2)=O)C(C(=O)NC2CC2)=O)NC(OC2C(CCC2)CC2=CC(=CC=C2)Cl)=O 2-(3-Chlorobenzyl)cyclopentyl ((2S)-3-cyclohexyl-1-((4-(cyclopropylamino)-3,4-dioxo-1-(2-oxo-1-azaspiro[4.5]decan-3-yl)butan-2-yl)amino)-1-oxopropan-2-yl)carbamate